C1(CCCCC1)[Si](OCCCCC)(OCCCCC)OCCCCC cyclohexyltri(n-pentoxy)silane